FC1=C(C(=CC=C1)O)C(C(=O)NC=1SC=CN1)N1C=NC2=CC=C(C=C2C1=O)C1=CC=C(C=C1)C1CCN(CC1)C 2-(2-fluoro-6-hydroxyphenyl)-2-(6-(4-(1-methylpiperidin-4-yl)phenyl)-4-oxoquinazolin-3(4H)-yl)-N-(thiazol-2-yl)acetamide